The molecule is a linear amino trisaccharide consisting of a beta-D-galactosyl residue linked (1->3) to an N-acetyl-D-glucosaminyl residue, which is in turn linked (1->3) to N-acetyl-D-glucosamine at the reducing end. It is an amino trisaccharide and a galactosamine oligosaccharide. CC(=O)N[C@@H]1[C@H]([C@H]([C@H](OC1O)CO)O)OC2[C@@H]([C@H]([C@H]([C@H](O2)CO)O)O[C@H]3[C@@H]([C@H]([C@H]([C@H](O3)CO)O)O)O)NC(=O)C